FC(OC[C@H]1N(C[C@H](C1)NC1CCC(CC1)OC)C1=CC=C(C(=O)O)C=C1)F 4-((2S,4S)-2-((difluoromethoxy)methyl)-4-(((1r,4S)-4-methoxycyclohexyl)amino)pyrrolidin-1-yl)benzoic acid